FC(C1=CC=C(C=C1)N=C=O)(F)F para-(trifluoromethyl)phenyl isocyanate